CC1=C(C(=CC(=C1)C)C)S(=O)(=O)NC1=C(N=CS1)C(=O)O 5-(2,4,6-trimethylphenylsulfonylamino)thiazole-4-carboxylic acid